ClC1=C(C(=O)NS(=O)(=O)N(C)C(C)C)C=C(C(=C1)F)N1C(N(C(=CC1=O)C(F)(F)F)C)=O N'-{2-chloro-4-fluoro-5-[1,2,3,6-tetrahydro-3-methyl-2,6-dioxo-4-(trifluoromethyl)pyrimidin-1-yl]benzoyl}-N-isopropyl-N-methyl-sulfamide